COC1=CC=C(CNC2=NC=CC=3N2C(=NC3)C3=CC=C(C=C3)OC3=NC=CC(=C3)OC)C=C1 N-(4-methoxybenzyl)-3-(4-((4-methoxypyridin-2-yl)oxy)phenyl)imidazo[1,5-c]pyrimidin-5-amine